9-chloro-5-(3-methoxy-2,6-dimethylphenyl)pyrido[4,3-f]quinoxaline ClC1=CC=2C=3N=CC=NC3C(=CC2C=N1)C1=C(C(=CC=C1C)OC)C